P(=O)([O-])([O-])F.[Na+].[Na+] sodium fluorophosphate salt